ClC=1C=CC(=C(C(=O)O)C1)N[C@H](C)C=1C=C(C=C2C(C(=C(OC12)C1=CC(=CC=C1)C#N)C)=O)C 5-Chloro-2-[[(1R)-1-[2-(3-cyanophenyl)-3,6-dimethyl-4-oxo-chromen-8-yl]ethyl]amino]benzoic acid